2-(5-bromo-3-chloroisoquinolin-1-yl)propanedinitrile BrC1=C2C=C(N=C(C2=CC=C1)C(C#N)C#N)Cl